OC1=C(C=CC(=C1)O)C(C=CC1=CC=C(C=C1)OCC1=CC=CC=C1)=O 1-(2,4-Dihydroxyphenyl)-3-(4-benzyloxyphenyl)-2-propene-1-one